FC1=CC=C(C=C1)C(N1C[C@@H](N(C[C@H]1C)C1=CC(N(C=2C=CC(=NC12)C#N)C)=O)C)C1=NOC=C1 8-[(2S,5R)-4-[(4-fluorophenyl)(1,2-oxazol-3-yl)methyl]-2,5-dimethylpiperazin-1-yl]-5-methyl-6-oxo-5,6-dihydro-1,5-naphthyridine-2-carbonitrile